FC(OC1=CC=C(C=C1)N1C=2N(C[C@@H](C1)CNC(C=C)=O)N=C(C2)C(F)(F)F)(F)F |o1:13| (R)- or (S)-N-((4-(4-(trifluoromethoxy)phenyl)-2-(trifluoromethyl)-4,5,6,7-tetrahydropyrazolo[1,5-a]pyrimidin-6-yl)methyl)acrylamide